C1=CC(=C(C(=C1)F)C(=O)NC(=O)NC2=CC(=C(C(=C2F)Cl)F)Cl)F The molecule is a N-acylurea that is N-carbamoyl-2,6-difluorobenzamide substituted by a 3,5-dichloro-2,4-difluorophenyl group at the terminal nitrogen atom. It has a role as a xenobiotic, an environmental contaminant and an insecticide. It is a dichlorobenzene, a N-acylurea and a difluorobenzene. It derives from a N-benzoylurea.